2-(4-(2-(dimethylamino)ethyl)piperazin-1-yl)-6-(3,5-dimethylisoxazol-4-yl)-N-((5-fluoropyridin-3-yl)methyl)quinazolin-4-amine CN(CCN1CCN(CC1)C1=NC2=CC=C(C=C2C(=N1)NCC=1C=NC=C(C1)F)C=1C(=NOC1C)C)C